C(#C)C=1C=NC2=C(C=C(C=C2C1)OC(C(=O)NCCC)CC)C 2-[(3-ethynyl-8-methyl-6-quinolinyl)oxy]-N-propyl-butyramide